C(CC(O)(C(=O)[O-])CC(=O)[O-])(=O)[O-].P(=O)#C[N+](CCO)(C)C.P(=O)#C[N+](CCO)(C)C.P(=O)#C[N+](CCO)(C)C phosphorylcholine citrate